FC1=C(C(=CC(=C1)N1CCN(CC1)CC1(CCNCC1)C)F)C1C(NC(CC1)=O)=O 3-(2,6-difluoro-4-(4-((4-methylpiperidin-4-yl)methyl)piperazin-1-yl)phenyl)piperidine-2,6-dione